cis-6-((4-(5-fluoropyrimidin-2-yl)-5-(trifluoromethyl)pyridin-2-yl)carbamoyl)-3-methyl-6-azabicyclo[3.1.1]heptane-1-carboxylic acid FC=1C=NC(=NC1)C1=CC(=NC=C1C(F)(F)F)NC(=O)N1C2CC(CC1(C2)C(=O)O)C